CC=1C=C(C=CC1OC1=CC2=C(N(N=N2)C)C=C1)NC1=NC=NC2=CC=C3C(=C12)OC[C@@H]1N(CCN3C1)C(=O)OC(C)(C)C tert-butyl (3R)-13-((3-methyl-4-((1-methyl-1H-benzo[d][1,2,3]triazol-5-yl)oxy)phenyl)amino)-2,3,5,6-tetrahydro-4H-3,7-methano[1,4,7]oxadiazonino[2,3-f]quinazoline-4-carboxylate